C(CCC(=O)[O-])(=O)OCCOC(C(=C)C)=O.[Li+] lithium methacryloxyethyl succinate